N-(1-(3-cyano-6-(1-methyl-1H-pyrazol-4-yl)pyrazolo[1,5-a]pyridin-4-yl)azetidin-3-yl)-2-(6-methoxypyridin-3-yl)acetamide Tert-butyl-pyridine-4-carboxylate C(C)(C)(C)OC(=O)C1=CC=NC=C1.C(#N)C=1C=NN2C1C(=CC(=C2)C=2C=NN(C2)C)N2CC(C2)NC(CC=2C=NC(=CC2)OC)=O